1-(4-((4-((4-((2-(5,7-dihydro-6H-pyrrolo[3,4-b]pyridin-6-yl)pyridin-4-yl)oxy)-2-fluorophenyl)amino)-7-methoxyquinazolin-6-yl)amino)piperidin-1-yl)prop-2-en-1-one N1=C2C(=CC=C1)CN(C2)C2=NC=CC(=C2)OC2=CC(=C(C=C2)NC2=NC=NC1=CC(=C(C=C21)NC2CCN(CC2)C(C=C)=O)OC)F